4-amino-N-(4-chloro-3-(N-(4-methoxybenzyl)methylsulfonamido)-1-(2,2,2-trifluoroethyl)-1H-indazol-7-yl)-2-(methylthio)thiazole-5-carboxamide NC=1N=C(SC1C(=O)NC=1C=CC(=C2C(=NN(C12)CC(F)(F)F)N(S(=O)(=O)C)CC1=CC=C(C=C1)OC)Cl)SC